OC[C@@H]1COCC(N1)=O (5R)-5-(hydroxymethyl)morpholin-3-one